O(C1=CC=CC=C1)C1=CC=C(NC=2C3=C(N=CN2)C=CC(=N3)N3CC(C3)NC(C=C)=O)C=C1 N-[1-[4-(4-phenoxyanilino)pyrido[3,2-d]pyrimidin-6-yl]azetidin-3-yl]prop-2-enamide